N-{6-cyclopropyl-7-methoxy-1H,2H,3H-cyclopenta[b]quinolin-9-yl}-1-(propan-2-yl)piperidin-4-amine C1(CC1)C=1C(=CC=2C(=C3C(=NC2C1)CCC3)NC3CCN(CC3)C(C)C)OC